4-amino((2R,3R,4S,5R)-3,4-dihydroxy-5-(hydroxymethyl)tetrahydro-furan-2-yl)-7H-pyrrolo[2,3-d]pyrimidine-5-carboxamide NC=1C2=C(N=C(N1)[C@H]1O[C@@H]([C@H]([C@H]1O)O)CO)NC=C2C(=O)N